OC1=C(C=CC(=C1)O)C(=O)C1=C(C=C(C=C1)O)O 2,4-dihydroxyphenyl ketone